1,1,1-TRIFLUORO-N-(PIPERIDIN-3-YLMETHYL)METHANESULFONAMIDE FC(S(=O)(=O)NCC1CNCCC1)(F)F